(4-(3-(2-fluorophenyl)-1-methyl-1H-pyrazol-4-yl)-7-methoxyquinazolin-6-yl)morpholine FC1=C(C=CC=C1)C1=NN(C=C1C1=NC=NC2=CC(=C(C=C12)N1CCOCC1)OC)C